O1COC2=C1C=CC(=C2)N(C(C2=CC(=CC=C2)N2N=C(C=C2C=2OC=CC2)C(F)(F)F)=O)C N-(1,3-benzodioxol-5-yl)-3-[5-(2-furyl)-3-(trifluoromethyl)pyrazol-1-yl]-N-methyl-benzamide